NC1=C(SC=2N=C(N=C(C21)C)C)C(=O)NC2CC=1C(=CC(=NC1CC2)N2CC1(C(C2)N)OCCCC1)F 5-amino-N-(2-{4-amino-6-oxa-2-azaspiro[4.5]decan-2-yl}-4-fluoro-5,6,7,8-tetrahydroquinolin-6-yl)-2,4-dimethylthieno[2,3-d]pyrimidine-6-carboxamide